N-(1-(2-{(1E)-2-(hydroxycarbamoyl)eth-1-en-1-yl}phenyl)piperidin-4-yl)-1-methyl-1H-imidazole-5-carboxamide ONC(=O)/C=C/C1=C(C=CC=C1)N1CCC(CC1)NC(=O)C1=CN=CN1C